NC1CCN(CC1)C1=NC(=C2N=CN(C2=N1)C(C)C)NCC1=C(C=CC=C1)N1N=C(C=C1)C(=O)OC methyl 1-(2-(((2-(4-aminopiperidin-1-yl)-9-isopropyl-9H-purin-6-yl) amino) methyl) phenyl)-1H-pyrazole-3-carboxylate